O=C1NC(CCC1N1C(N(C2=C1C=CC=C2N2CCC(CC2)OC2CCN(CC2)C(=O)OC(C)(C)C)C)=O)=O Tert-butyl 4-[[1-[1-(2,6-dioxo-3-piperidyl)-3-methyl-2-oxo-benzimidazol-4-yl]-4-piperidyl] oxy]piperidine-1-carboxylate